tertbutyl N-[(3R,4S)-1-[2-ethyl-7-({8-fluoro-2-methylimidazo[1,2-a]pyridin-6-yl}carbamoyl)indazol-4-yl]-4-fluoropyrrolidin-3-yl]-N-methylcarbamate C(C)N1N=C2C(=CC=C(C2=C1)N1C[C@H]([C@H](C1)F)N(C(OC(C)(C)C)=O)C)C(NC=1C=C(C=2N(C1)C=C(N2)C)F)=O